BrC1=CN=C2C(=N1)N(C(=C2)C(C)(C)C)C([2H])([2H])[2H] 3-bromo-6-tert-butyl-5-(trideuteriomethyl)pyrrolo[2,3-b]pyrazine